ClC=1C(=C(C=CC1F)N(C(=O)[C@H]1NC(N(C1)C(=O)OC(C)(C)C)=O)C)F (S)-tert-butyl 4-((3-chloro-2,4-difluorophenyl)(methyl)carbamoyl)-2-oxoimidazolidine-1-carboxylate